ClC=1C=C(NC2(CCC3(N(CC4=CC=CC=C34)C[C@H](COC3=C4C=CNC4=CC=C3)C)CC2)C(=O)O)C=CC1 4-(3-Chloroanilino)-2'-{(2R)-3-[(1H-indol-4-yl)oxy]-2-methylpropyl}-2',3'-dihydrospiro[cyclohexane-1,1'-isoindole]-4-carboxylic acid